The molecule is an unsaturated fatty acyl-CoA that results from the formal condensation of the thiol group of coenzyme A with the carboxy group of (5Z)-icosenoic acid. It is a long-chain fatty acyl-CoA and a monounsaturated fatty acyl-CoA. It is a conjugate acid of a (5Z)-icosenoyl-CoA(4-). CCCCCCCCCCCCCC/C=C\\CCCC(=O)SCCNC(=O)CCNC(=O)[C@@H](C(C)(C)COP(=O)(O)OP(=O)(O)OC[C@@H]1[C@H]([C@H]([C@@H](O1)N2C=NC3=C(N=CN=C32)N)O)OP(=O)(O)O)O